ClC1=CC2=C(N(C(NC2=O)=O)C=2C(=NC=CC2C)C(C)C)N=C1Cl 6,7-dichloro-1-(2-isopropyl-4-methyl-3-pyridyl)pyrido[2,3-d]pyrimidine-2,4(1H,3H)-dione